NC=1C(=C(C=C2C=C(N=CC12)NC(OC1CC(C1)O)=O)C1=C(C2=C(OCCN2)N=C1)C)F 3-Hydroxycyclobutyl (8-amino-7-fluoro-6-(8-methyl-2,3-dihydro-1H-pyrido[2,3-b][1,4]oxazin-7-yl)isoquinolin-3-yl)carbamate